CN(C=1C=C(C=C(C1)C=1C=NN(C1)C)[C@@H](C)NC(C1=C(C=CC(=C1)N1CCN(CC1)C)C)=O)C N-[(1R)-1-[3-(Dimethylamino)-5-(1-methylpyrazol-4-yl)phenyl]ethyl]-2-methyl-5-(4-methylpiperazin-1-yl)benzamide